ClC1=CC(=C(C=C1)/C(/C#N)=C/C1=CC(=CC=C1)OC)F (Z)-2-(4-chloro-2-fluorophenyl)-3-(3-methoxyphenyl)acrylonitrile